1',2'-dimethyl-2'H-spiro[cyclohexane-1,3'-indol]-4-one CN1C(C2(C3=CC=CC=C13)CCC(CC2)=O)C